rel-(R)-3-((3aS,6aR)-hexahydrocyclopenta[b]pyrrol-3a(1H)-yl)-5-(piperidin-1-ylmethyl)-5,6-dihydro-1,4,2-dioxazine N1[C@H]2[C@@](CC1)(CCC2)C2=NOC[C@H](O2)CN2CCCCC2 |o1:12|